4-(3-Chlorophenyl)-5-methyl-2-((4-(methylsulfonyl)phenoxy)methyl)piperazine-1-carboxylic acid tert-butyl ester C(C)(C)(C)OC(=O)N1C(CN(C(C1)C)C1=CC(=CC=C1)Cl)COC1=CC=C(C=C1)S(=O)(=O)C